FC(C(C(C)C)N(C([O-])=O)[C@H](C(=O)N[C@H](CO)C[C@H]1C(NCC1)=O)CC(C)C)F 1,1-difluoro-3-methylbutan-2-yl((S)-1-(((S)-1-hydroxy-3-((S)-2-oxopyrrolidin-3-yl)propan-2-yl)amino)-4-methyl-1-oxopentan-2-yl)carbamate